O=C1OCC2=CC(=CC=C12)C#N 1-oxo-1,3-dihydroisobenzofuran-5-carbonitrile